ClC1=NC(=NC(=C1C)C)OCC1=CC=C(C=C1)C=1N(C=C(N1)C(F)(F)F)C 4-chloro-5,6-dimethyl-2-[[4-[1-methyl-4-(trifluoromethyl)imidazol-2-yl]phenyl]methoxy]pyrimidine